2-methyl-7-(2-trifluoromethyl-benzyl)-2,4,5,7-tetrahydro-pyrazolo[3,4-d]pyrimidin-6-one CN1N=C2N(C(NCC2=C1)=O)CC1=C(C=CC=C1)C(F)(F)F